[O-2].[In+3].[Zn+2].[Ge+2] germanium-zinc-indium oxide